F[C@H]1C[C@H](N2N=C(N=C21)S(=O)CC#N)C2=CC=CC=C2 2-[[(5S,7S)-7-Fluoro-5-phenyl-6,7-dihydro-5H-pyrrolo[1,2-b][1,2,4]triazol-2-yl]sulfinyl]acetonitril